benzyl ((2S,5R)-1-(L-alanyl-L-valyl)-5-(5-methylfuran-2-yl)pyrrolidine-2-carbonyl)-L-isoleucinate N[C@@H](C)C(=O)N[C@@H](C(C)C)C(=O)N1[C@@H](CC[C@@H]1C=1OC(=CC1)C)C(=O)N[C@@H]([C@@H](C)CC)C(=O)OCC1=CC=CC=C1